ClC=1C(=C(C=CC1)O)CCO 3-chloro-2-(2-hydroxyethyl)phenol